[N+](=O)([O-])C1=CC=C(C=C1)N1CC(CC1)C1=CC=CC=C1 1-(4-nitrophenyl)-3-phenylpyrrolidine